Methyl 4-[3-[2,6-dichloro-4-(7-methyl-5,9-dioxa-2-azaspiro[3.5]nonan-2-yl)benzoyl]-2,4-dihydro-1,3-benzoxazin-8-yl]-5-fluoro-2-(3-oxa-8-azabicyclo[3.2.1]octan-8-yl)benzoate ClC1=C(C(=O)N2COC3=C(C2)C=CC=C3C3=CC(=C(C(=O)OC)C=C3F)N3C2COCC3CC2)C(=CC(=C1)N1CC2(C1)OCC(CO2)C)Cl